C1(CC1)C1=CC(=C(C(=C1)O)C1=C2CC(N(C2=CC=C1C)CC)=O)O 4-(4-cyclopropyl-2,6-dihydroxyphenyl)-1-ethyl-5-methylindolin-2-one